C1(=CC=C(C=C1)C(=O)OCC)C1=CC=C(C=C1)C(=O)OCC diethyl 4,4'-biphenyl-dicarboxylate